C1(CC1)S(=O)(=O)N1C[C@H]([C@@H](CC1)NC1=NN2C(C=N1)=C(C(=C2C(C)C)C#C)F)F N-((3R,4R)-1-(cyclopropylsulfonyl)-3-fluoropiperidin-4-yl)-6-ethynyl-5-fluoro-7-isopropylpyrrolo[2,1-f][1,2,4]triazin-2-amine